(R)-3-(((2-methoxypyridin-4-yl)methyl)amino)-2,3-dihydrothiophene 1,1-dioxide COC1=NC=CC(=C1)CN[C@H]1CS(C=C1)(=O)=O